8-[(4-benzylhexahydropyridin-1-yl)methyl]-5,7-dihydroxy-3-(4-methoxyphenyl)-4H-chromen-4-one C(C1=CC=CC=C1)C1CCN(CC1)CC=1C(=CC(=C2C(C(=COC12)C1=CC=C(C=C1)OC)=O)O)O